BrC=1C=CC2=C(C(=NS2(=O)=O)N(CC(C)C)/N=C/C2=CC(=C(C=C2)Cl)OC)C1 5-bromo-N-[(E)-(4-chloro-3-methoxy-phenyl)methyleneamino]-N-isobutyl-1,1-dioxo-1,2-benzothiazol-3-amine